1-oxido-2,3,4,5-tetrahydro-1λ4-benzo[f][1,4]thiazepine O=S1CCNCC2=C1C=CC=C2